1-Benzyl-5-(diaminomethylene)-3-(4-((6,8-dioxo-7-((2-(trimethylsilyl)ethoxy)methyl)-2-oxa-5,7-diazaspiro[3.4]octan-5-yl)methyl)-4-methylcyclohexyl)pyrimidine-2,4,6(1H,3H,5H)-trione C(C1=CC=CC=C1)N1C(N(C(C(C1=O)=C(N)N)=O)C1CCC(CC1)(C)CN1C2(COC2)C(N(C1=O)COCC[Si](C)(C)C)=O)=O